(S)-8-amino-4-ethyl-4-hydroxy-14-thioxo-12,14-dihydro-1H-pyrano[3',4':6,7]indolizino[1,2-b]quinolin-3(4H)-one NC=1C=CC=2C=C3C(=NC2C1)C1=CC2=C(C(N1C3)=S)COC([C@]2(O)CC)=O